CC1(CCCCC1)COC2=CC=C(C=C2)CC3C(=O)NC(=O)S3 The molecule is an aromatic ether that consists of 1,3-thiazolidine-2,4-dione with position 5 substituted by a 4-[(1-methylcyclohexyl)methoxy]benzyl group. A selective PPARgamma agonist. It has a role as an insulin-sensitizing drug and an antineoplastic agent. It is a thiazolidinone and an aromatic ether.